COC1=CC(=C2C=CC(=NC2=C1)C)C1(CC1)N 1-(7-methoxy-2-methylquinolin-5-yl)cyclopropanamine